5-((4-bromo-6-fluoro-1H-indol-5-yl)oxy)pyridine-3-carbothioamide BrC1=C2C=CNC2=CC(=C1OC=1C=C(C=NC1)C(N)=S)F